(R)-2-((5-(2-(6-((2-acetamidoethyl)(methyl)amino)-2-methylhexan-3-yl)-2,6-diazaspiro[3.4]octan-6-yl)-1,2,4-triazin-6-yl)oxy)-N-ethyl-5-fluoro-N-isopropylbenzamide C(C)(=O)NCCN(CCC[C@H](C(C)C)N1CC2(C1)CN(CC2)C=2N=CN=NC2OC2=C(C(=O)N(C(C)C)CC)C=C(C=C2)F)C